C1(CCCCC1)NCCCS(=O)(=O)O 3-[cyclohexylamino]-1-propanesulfonic acid